(R)-1-(7-chloro-4-((1-(3-(difluoromethyl)-2-fluorophenyl)ethyl)amino)-2-(methylthio)pyrido[2,3-d]pyrimidin-6-yl)cyclopropane-1-carbonitrile ClC=1C(=CC2=C(N=C(N=C2N[C@H](C)C2=C(C(=CC=C2)C(F)F)F)SC)N1)C1(CC1)C#N